FC(C=1C(=C(C=CC1)[C@@H](C)NC(=O)C1=CNC(C=C1NC1CCN(CC1)C)=O)F)F N-((R)-1-(3-(difluoromethyl)-2-fluorophenyl)ethyl)-4-((1-methylpiperidin-4-yl)amino)-6-oxo-1,6-dihydropyridine-3-carboxamide